CC(C)(C(CCCC)C)C 2,2,3-trimethylheptane